CC(C(=O)O)(C)OC1=CC=C(C=C1)C=C 2-methyl-2-(4-vinyl-phenoxy)propionic acid